methyl 1-[5-[(3R)-3-amino-5-[(4-chlorophenyl)methyl]-8-fluoro-1,1,4-trioxo-2,3-dihydro-1lambda6,5-benzothiazepin-7-yl]-1,3,4-oxadiazol-2-yl]-3-azabicyclo[3.1.1]heptane-3-carboxylate N[C@H]1CS(C2=C(N(C1=O)CC1=CC=C(C=C1)Cl)C=C(C(=C2)F)C2=NN=C(O2)C21CN(CC(C2)C1)C(=O)OC)(=O)=O